2-(2-(3-isopropyl-2-(2-methylpyridin-4-yl)-1H-indol-5-yl)-4,7-dihydrothieno[2,3-c]pyridin-6(5H)-yl)-N,N-dimethylacetamide C(C)(C)C1=C(NC2=CC=C(C=C12)C1=CC2=C(CN(CC2)CC(=O)N(C)C)S1)C1=CC(=NC=C1)C